FC(C=1C=NC(=NC1)NC1CCN(CC1)S(=O)(=O)N1CC(CCC1)CCO)(F)F 2-(1-((4-((5-(trifluoromethyl)pyrimidin-2-yl)amino)piperidin-1-yl)sulfonyl)piperidin-3-yl)ethanol